O1CCN(CC1)C1=C2NC(=NC2=NC(=N1)N/N=C/C=1C=C(C=CC1)C)C(=O)NC1=CC=NC=C1 6-morpholino-2-[(2E)-2-(m-tolylmethylene)hydrazino]-N-(4-pyridyl)-7H-purine-8-carboxamide